CN1[C@@H](C[C@@H](C1)C)C(=O)NC=1C=C(C(=NC1)C)C=1N2C(SC1C=1C(=NC=CC1)O)=C(C=N2)C(=O)N (5-((2S,4S)-1,4-dimethylpyrrolidine-2-carboxamido)-2-methylpyridin-3-yl)-2-(2-hydroxypyridin-3-yl)pyrazolo[5,1-b]thiazole-7-carboxamide